FC=1C=CC(=C2C=C(N(C12)CCNC1=CC(=NC=N1)C=1SC=C(N1)OC(C)C)C)OC 2-{6-[2-(7-Fluoro-4-methoxy-2-methyl-indol-1-yl)-ethylamino]-pyrimidin-4-yl}-4-isopropoxy-thiazol